N-(4-fluoro-2-hydroxy-5-nitrophenyl)-4-methylpentanamide FC1=CC(=C(C=C1[N+](=O)[O-])NC(CCC(C)C)=O)O